C(C)C=1C(NC=2C=C(C=NC2C1)CN1CC2C(C1)CC(C2)NC=2C=CC(=NC2)C(=O)NC)=O 5-((2-((7-ethyl-6-oxo-5,6-dihydro-1,5-naphthyridin-3-yl)methyl)octahydrocyclopenta[c]pyrrol-5-yl)amino)-N-methylpicolinamide